BrC=1C2=C(N(C(CC1C1=CN=CO1)=O)CC1=CC(=C(C=C1)C)F)C=C(C=C2)OCC 5-bromo-8-ethoxy-1-(3-fluoro-4-methylbenzyl)-4-(oxazol-5-yl)-1,3-dihydro-2H-benzo[b]azepin-2-one